1-(6-(7-oxa-2-azaspiro[3.5]nonan-2-yl)pyrimidin-4-yl)-4-(1H-1,2,3-triazol-1-yl)-1,2-dihydro-3H-pyrazole C1N(CC12CCOCC2)C2=CC(=NC=N2)N2NCC(=C2)N2N=NC=C2